BrC1=NN(C2=NC(=NC(=C21)NC2CCC(CC2)N2CCOCC2)Cl)C2OCCCC2 3-bromo-6-chloro-N-((1r,4r)-4-morpholinocyclohexyl)-1-(tetrahydro-2H-pyran-2-yl)-1H-pyrazolo[3,4-d]pyrimidin-4-amine